C(C)(C)(C)OC(=O)NCC1CN(CC1)C1=NC(=NC=C1OCC(=O)OCC)C1=CC(=C(C=C1)C)Cl ethyl 2-((4-(3-(((tert-butoxycarbonyl)amino)methyl)pyrrolidin-1-yl)-2-(3-chloro-4-methylphenyl)pyrimidin-5-yl)oxy)acetate